COCCN1C=NC=2C1=NC(=CC2N2CCOCC2)N2N=C(C=C2COC)C=2C=C(C=CC2)C 4-(3-(2-methoxyethyl)-5-(5-(methoxymethyl)-3-(m-tolyl)-1H-pyrazol-1-yl)-3H-imidazo[4,5-b]pyridin-7-yl)morpholine